[K].C(C)(C)C1=CC=CC1 isopropyl-cyclopentadiene potassium